2-oxo-2,3-dihydrobenzo[d]oxazole-6-carboxylic acid O=C1OC2=C(N1)C=CC(=C2)C(=O)O